ClC1=C(C=C(C=C1)C(C)(C)C)NC(NC1=C(C=C(OC2=CC(=NC=C2)NC(C)=O)C=C1)F)=O 1-[4-(4-{3-[2-Chloro-5-(tert-butyl)phenyl]ureido}-3-fluorophenoxy)-2-pyridylamino]-1-ethanone